CC(C=O)=CC1=CC=CC=C1 2-methyl-3-phenyl-prop-2-en-1-one